NC1=C(C=C(C(=O)N[C@H](C(=O)NC(C(=O)NN(CC(=O)O)C(\C=C\C(=O)OC)=O)C2=CC=CC=C2)C(C)(C)C)C=C1)Cl N-(2-((S)-2-(4-amino-3-chlorobenzamido)-3,3-dimethylbutanamido)-2-phenylacetamido)-N-((E)-4-methoxy-4-oxobut-2-enoyl)glycine